N-((2R,3S)-2-(3-chlorophenyl)-1-(1-(1-methyl-6-oxo-1,6-dihydropyridin-3-yl)-1H-indazol-5-yl)-5-oxo-pyrrolidin-3-yl)-2,2-difluoropropanamide ClC=1C=C(C=CC1)[C@H]1N(C(C[C@@H]1NC(C(C)(F)F)=O)=O)C=1C=C2C=NN(C2=CC1)C1=CN(C(C=C1)=O)C